C1=CC=CC2=NC=3C(=CC4=NC=5C=C6C(=CC5N=C4C3)C=CC=C6)N=C12 benzo[b]quinoxalino[2,3-I]phenazine